N-(2-fluoro-6-methyl-4-nitrophenyl)bicyclo[3.1.1]heptan-3-amine FC1=C(C(=CC(=C1)[N+](=O)[O-])C)NC1CC2CC(C1)C2